(2-methoxyethoxy)quinazoline COCCOC1=NC2=CC=CC=C2C=N1